2-(2-((2-(3H-naphtho[1,2-d]imidazol-2-yl)ethyl)amino)ethyl)-N-((3-methylpyridin-2-yl)methyl)oxazole-4-carboxamide N1=C(NC2=C1C1=CC=CC=C1C=C2)CCNCCC=2OC=C(N2)C(=O)NCC2=NC=CC=C2C